5-(3-Cyanophenyl)-N-(3-((diethylamino)methyl)-1,2,4-thiadiazol-5-yl)-2-methyl-thiophene-3-carboxamide C(#N)C=1C=C(C=CC1)C1=CC(=C(S1)C)C(=O)NC1=NC(=NS1)CN(CC)CC